FC1=C(C(=CC=C1)O)[K].B(F)(F)F trifluoroboric acid (2-fluoro-6-hydroxyphenyl)potassium salt